S1C=C(C=C1)C(=O)NC=1C=C2C(=CNC2=CC1)C1CCN(CC1)CC(C)(C)C 5-(3-thienoyl)amino-3-(1-neopentylpiperidin-4-yl)-1H-indole